1',4'-dihydro-2'H-spiro[piperidine-4,3'-quinolin]-2'-one N1C(C2(CC3=CC=CC=C13)CCNCC2)=O